COCC(C)N1N=C(C=C1)NC(C1=CC(=C(C=C1)C)C#CC=1C=NC=CC1)=O N-[1-(1-methoxypropan-2-yl)-1H-pyrazol-3-yl]-4-methyl-3-[2-(pyridin-3-yl)ethynyl]benzamide